(2R,3R,4R,5S)-2-((4-(3-methoxyphenyl)-1H-1,2,3-triazol-1-yl)methyl)-5-((4-(trifluoromethyl)pyrimidin-2-yl)amino)tetrahydro-2H-pyran-3,4-diol COC=1C=C(C=CC1)C=1N=NN(C1)C[C@H]1OC[C@@H]([C@H]([C@H]1O)O)NC1=NC=CC(=N1)C(F)(F)F